2,2-Dimethoxy-1,2-diphenylethan-1-on COC(C(=O)C1=CC=CC=C1)(C1=CC=CC=C1)OC